(Z)-Methyl 4-(geranyloxy)-cinnamate C(\C=C(/C)\CCC=C(C)C)OC1=CC=C(\C=C/C(=O)OC)C=C1